[C@@H]12NCC(CN[C@H]2C1)CS [(1R,4s,7S)-2,6-diaza-bicyclo[5.1.0]octan-4-yl]methanethiol